tert-butyl-3-(4-(morpholine-4-carbonyl)-5-(trifluoromethyl)isothiazol-3-yl)-1H-indole-1-carboxylate C(C)(C)(C)OC(=O)N1C=C(C2=CC=CC=C12)C1=NSC(=C1C(=O)N1CCOCC1)C(F)(F)F